C1(=CC=CC=C1)N(C1C=CC2=CC=C3C(=CCC4=CC=C1C2=C34)N(C3=CC=C(C=C3)[Si](C)(C)C)C3=CC=CC=C3)C3=CC=C(C=C3)[Si](C)(C)C N1,N6-diphenyl-N1,N6-bis-(4-trimethylsilyl-phenyl)-1H,8H-pyrene-1,6-diamine